C(C)OC(CN1CCC(CC1)C[N+]1=NOC(=C1)[NH-])=O (3-((1-(2-ethoxy-2-oxo-ethyl)piperidin-4-yl)methyl)-1,2,3-oxadiazol-3-ium-5-yl)amide